2-bromo-9-(4-tert-butylphenyl-3,5-dimethylpyridin-2-yl)carbazole BrC1=CC=2N(C3=CC=CC=C3C2C=C1)C1=NC=C(C(=C1C)C1=CC=C(C=C1)C(C)(C)C)C